N-(4-((2-amino-3-chloropyridin-4-yl)oxy)-2,6-difluorophenyl)-1-(3-fluoropyridin-2-yl)-5-(Trifluoromethyl)-1H-pyrazole-4-carboxamide NC1=NC=CC(=C1Cl)OC1=CC(=C(C(=C1)F)NC(=O)C=1C=NN(C1C(F)(F)F)C1=NC=CC=C1F)F